N1=CC=C(C=C1)NC(=O)C1=NC=CC=C1 N-(pyridin-4-yl)pyridine-2-carboxamide